ClC1=C(C=CC=C1C1C(NC(CC1)=O)=O)C1=CC=C(C=C1)C=1C(N(C=CC1C(F)(F)F)C)=O 3-(2-chloro-4'-(1-methyl-2-oxo-4-(trifluoromethyl)-1,2-dihydropyridin-3-yl)-[1,1'-biphenyl]-3-yl)piperidine-2,6-dione